5-(2-amino-[1,2,4]triazolo[1,5-a]pyridin-7-yl)-N-(3-(4-fluorophenyl)oxetane-3-yl)-1-methyl-1H-indole-3-carboxamide NC1=NN2C(C=C(C=C2)C=2C=C3C(=CN(C3=CC2)C)C(=O)NC2(COC2)C2=CC=C(C=C2)F)=N1